CC(CC(C)C)NC1=CC=C(C=C1)NC1=CC=C(C=C1)OC N-(1,3-Dimethylbutyl)-N'-p-methoxyphenyl-p-phenylendiamin